The molecule is a disaccharide derivative that consists of hydroxytyrosol in which the alcoholic hydroxy group is glycosylated with a 3-O-beta-D-glucopyranosyl-D-glucopyranosyl residue. Isolated from Picrorhiza scrophulariiflora, it exhibits antioxidant activity. It has a role as a metabolite and an antioxidant. It is a member of catechols and a disaccharide derivative. It derives from a hydroxytyrosol. C1=CC(=C(C=C1CCO[C@H]2[C@@H]([C@H]([C@@H]([C@H](O2)CO)O)O[C@H]3[C@@H]([C@H]([C@@H]([C@H](O3)CO)O)O)O)O)O)O